2-(chloromethyl)-1,3-dioxane-5,5-dimethanol ClCC1OCC(CO1)(CO)CO